COC1=NC=CC=C1COC=1C=CC2=C(C(=C(O2)C)C(=O)N)C1 5-((2-methoxypyridin-3-yl)methoxy)-2-methylbenzofuran-3-carboxamide